CCCCCCCCCCCC(=O)OC[C@H](COP(=O)([O-])OCC[N+](C)(C)C)OC(=O)CCCCCCC/C=C\CCCCCCCCC 1-dodecanoyl-2-(9Z-nonadecenoyl)-glycero-3-phosphocholine